2-(1-cyclopropyl-1H-pyrazol-4-yl)morpholine C1(CC1)N1N=CC(=C1)C1CNCCO1